(S)-2-((4-(2-((2,4-difluorobenzyl)oxy)thiazol-4-yl)-3,6-dihydropyridin-1(2H)-yl)methyl)-1-(oxetan-2-ylmethyl)-1H-benzo[d]imidazole-6-carboxylic acid FC1=C(COC=2SC=C(N2)C=2CCN(CC2)CC2=NC3=C(N2C[C@H]2OCC2)C=C(C=C3)C(=O)O)C=CC(=C1)F